FC1=C(C=C(C=C1)C=1C=NN2C1C(N(C=C2)CC(=O)N2CC(C2)F)=O)C(F)(F)F 3-(4-fluoro-3-(trifluoromethyl)phenyl)-5-(2-(3-fluoroazetidin-1-yl)-2-oxoethyl)pyrazolo[1,5-a]pyrazin-4(5H)-one